N-(1-(4-chlorophenyl)-2,2,2-trifluoroethyl)-N-ethyl-1-methyl-6-oxo-1,6-dihydropyridine-3-sulfonamide ClC1=CC=C(C=C1)C(C(F)(F)F)N(S(=O)(=O)C1=CN(C(C=C1)=O)C)CC